2-phenyl-5-(4-methoxyphenyl)oxazole C1(=CC=CC=C1)C=1OC(=CN1)C1=CC=C(C=C1)OC